(6-((5-chloro-2-((2-methoxy-6-((3S,5R)-3,4,5-trimethylpiperazin-1-yl)pyridin-3-yl)amino)pyrimidin-4-yl)amino)quinoxalin-5-yl)dimethylphosphine oxide ClC=1C(=NC(=NC1)NC=1C(=NC(=CC1)N1C[C@@H](N([C@@H](C1)C)C)C)OC)NC=1C(=C2N=CC=NC2=CC1)P(C)(C)=O